4,5-dihydroisoxazole-3-carboxylic acid O1N=C(CC1)C(=O)O